phthalimidopotassium C1(C=2C(C(N1[K])=O)=CC=CC2)=O